FC(C(=O)N[C@@H]1CCC2=CC(=CC=C12)C1=NOC(=N1)C)F (R)-2,2-difluoro-N-(5-(5-methyl-1,2,4-oxadiazol-3-yl)-2,3-dihydro-1H-inden-1-yl)acetamide